C1(CC1)N1C=NC(=C1C=1C=CC=2N(N1)C(=CN2)C(=O)N)C2=CC=C(C=C2)F 6-(1-cyclopropyl-4-(4-fluorophenyl)-1H-imidazol-5-yl)imidazo[1,2-b]pyridazine-3-carboxamide